CC1NC(OCC=2C=CC=C(C3=NNC4=CC=C(OCC1)C=C34)C2)=O 11-methyl-8,14-dioxa-10,19,20-triazatetracyclo[13.5.2.12,6.018,21]tricosa-1(20),2,4,6(23),15,17,21-heptaen-9-one